N-(4-(4-methylbenzyloxy)phenyl)-3,4-dihydro-2H-[1,4]oxazino[2,3-f]quinazolin-10-amine CC1=CC=C(COC2=CC=C(C=C2)NC2=NC=NC3=CC=C4C(=C23)OCCN4)C=C1